N-[3-(2-naphthyl)phenyl][1,1'-biphenyl]-4-amine C1=C(C=CC2=CC=CC=C12)C=1C=C(C=CC1)NC1=CC=C(C=C1)C1=CC=CC=C1